BrC1=CC=C2C=CC(NC2=C1F)=O 7-bromo-8-fluoroquinolin-2(1H)-one